OC1=C(C=CC(=C1)C(F)(F)F)C=1C(N(C(=NN1)N[C@H]1CN(CCC1)C)C)=O (R)-6-(2-hydroxy-4-(trifluoromethyl)phenyl)-4-methyl-3-((1-methylpiperidin-3-yl)amino)-1,2,4-triazine-5(4H)-one